1-(3-chloro-2-fluorobenzyl)-2,6-dimethylpiperidine-4-carboxylic acid methyl ester COC(=O)C1CC(N(C(C1)C)CC1=C(C(=CC=C1)Cl)F)C